ClC1=NC(=NC=C1C(F)(F)F)NC=1C=C2CN(CC2=CC1CC)C(C(F)(F)F)=O 1-(5-((4-chloro-5-(trifluoromethyl)pyrimidin-2-yl)amino)-6-ethylisoindolin-2-yl)-2,2,2-trifluoroethan-1-one